CC(=CCC1=C(C=C(C(=C1O)C=1SC=CC1)CCCCC)O)CCC=C(C)C 2-(3,7-dimethylocta-2,6-dien-1-yl)-5-pentyl-4-(thiophen-2-yl)benzene-1,3-diol